BrC1=C(C=C(C(=C1)F)NC(=O)C1=NC=CC(=C1)C(F)(F)F)C1=CC2=C(N=C(N=C2)N(C(=O)C2=NC=CC(=C2)C(F)(F)F)C2COC2)N2C1=NCC2 N-(6-(2-bromo-4-fluoro-5-(4-(trifluoromethyl)pyridine-amido)phenyl)-8,9-dihydroimidazo[1',2':1,6]pyrido[2,3-d]pyrimidin-2-yl)-N-(oxetan-3-yl)-4-(trifluoromethyl)pyridineamide